N-[3-Fluoro-4-[(7-methoxy-1,5-naphthyridin-4-yl)oxy]phenyl]-5-(5-fluoropyridin-2-yl)-1,2-dimethyl-4-oxopyridine-3-carboxamide FC=1C=C(C=CC1OC1=CC=NC2=CC(=CN=C12)OC)NC(=O)C1=C(N(C=C(C1=O)C1=NC=C(C=C1)F)C)C